2-(3-bromo-2-cyanophenoxy)-N-((1R,2R,4S)-7-cyano-7-azabicyclo[2.2.1]heptan-2-yl)-acetamide BrC=1C(=C(OCC(=O)N[C@H]2[C@H]3CC[C@@H](C2)N3C#N)C=CC1)C#N